C(C)O[C@@H]1[C@@H](CNCC1)NC(OC(C)(C)C)=O |r| (+/-)-(cis)-tert-Butyl (4-ethoxypiperidin-3-yl)carbamate